2,6-dichloro-4-(methylsulfonylmethyl)-3-methylpyridine ClC1=NC(=CC(=C1C)CS(=O)(=O)C)Cl